(tert-Butoxycarbonyl)-2,2-difluoro-6-azaspiro[2.5]octane-1-carboxylic acid C(C)(C)(C)OC(=O)C1(C(C12CCNCC2)(F)F)C(=O)O